Diethylhexyloxyphenol C(C)C1=C(C(=C(C=C1)O)OCCCCCC)CC